N-(4-fluoro-3-methylphenyl)-5-(2-(((1s,3s)-3-hydroxy-1-methylcyclobutyl)amino)-2-oxoacetyl)-1,4-dimethyl-2-(pyridin-4-yl)-1H-pyrrole-3-carboxamide FC1=C(C=C(C=C1)NC(=O)C1=C(N(C(=C1C)C(C(=O)NC1(CC(C1)O)C)=O)C)C1=CC=NC=C1)C